C(CCCCCC)NC(=O)N N-heptylurea